N-[4-(pyridin-2-ylmethoxy)-3-sulfamoylphenyl]-2-[4-(trifluoromethyl)phenyl]acetamide N1=C(C=CC=C1)COC1=C(C=C(C=C1)NC(CC1=CC=C(C=C1)C(F)(F)F)=O)S(N)(=O)=O